4-(aminomethyl)-3-fluoro-2-methylaniline NCC1=C(C(=C(N)C=C1)C)F